4-hydroxybenzeneamide OC1=CC=C(C=C1)C(=O)N